OCCN1CCN(CC1)CC1=NC=C(C(=O)NC=2SC=C(N2)C(C)(C)C2=CC=C(C=C2)C)C=C1 6-((4-(2-hydroxyethyl)piperazin-1-yl)methyl)-N-(4-(2-(p-tolyl)propan-2-yl)thiazol-2-yl)nicotinamide